6-(7,8-dimethyl-[1,2,4]triazolo[4,3-b]pyridazin-6-yl)-5,6,7,8-tetrahydro-1,6-naphthyridin-3-ol CC1=C(C=2N(N=C1N1CC=3C=C(C=NC3CC1)O)C=NN2)C